2-(5-oxo-4-phenethyl-2,3,4,5-tetrahydrobenzo[f][1,4]oxazepin-8-yl)benzonitrile O=C1N(CCOC2=C1C=CC(=C2)C2=C(C#N)C=CC=C2)CCC2=CC=CC=C2